FC(C=1C=C(C=CC1)C(C(=O)O)C(=O)O)(F)F 2-(3-trifluoromethyl-phenyl)malonic acid